C1(NC(C=2CCCCC12)=O)=O 4,5,6,7-tetrahydro-isoindole-1,3-dione